4-(bromomethyl)-5-fluorobenzo[c][1,2,5]thiadiazole BrCC1=C(C=CC2=NSN=C21)F